ClC=1C=C2C(=C(NC2=CC1)C(=O)OCC(C)C)C=1N=NN(C1)CC1CCN(CC1)CCNS(=O)(=O)C1=CC=C(C=C1)C(F)(F)F Isobutyl 5-chloro-3-(1-((1-(2-((4-(trifluoromethyl)phenyl)sulfonamido)ethyl)piperidin-4-yl)methyl)-1H-1,2,3-triazol-4-yl)-1H-indole-2-carboxylate